1-(t-butyl) 2-methyl 2-(3-chloropropyl)-3-(difluoromethylene)pyrrolidin-1,2-dicarboxylate ClCCCC1(N(CCC1=C(F)F)C(=O)OC(C)(C)C)C(=O)OC